(2R,6R)-2,6-dimethyl-4-[[4-[5-(trifluoromethyl)-1,2,4-oxadiazol-3-yl]phenyl]methyl]morpholine C[C@@H]1CN(C[C@H](O1)C)CC1=CC=C(C=C1)C1=NOC(=N1)C(F)(F)F